C(C)OC(=O)C=1N(N=NC1C)C=1C=NC(=CC1)C 5-methyl-3-(6-methyl-3-pyridyl)triazole-4-carboxylic acid ethyl ester